NC1=NC=2C=CC(=CC2C2=C1COC2)C(=O)N(CC2=NC=C(C=C2)C(F)(F)F)C(C)C 4-amino-N-(2-propanyl)-N-((5-(trifluoromethyl)-2-pyridinyl)methyl)-1,3-dihydrofuro[3,4-c]quinoline-8-carboxamide